(S)-4-(2-amino-3-(4-(4-(tetrahydro-2H-pyran-4-yl)-2-oxopiperazin-1-yl)phenyl)propanamido)benzoic acid tert-butyl ester C(C)(C)(C)OC(C1=CC=C(C=C1)NC([C@H](CC1=CC=C(C=C1)N1C(CN(CC1)C1CCOCC1)=O)N)=O)=O